4,4'-hexafluoroisopropylidenebis(cyclohexylamine) FC(C(C(F)(F)F)(C1CCC(CC1)N)C1CCC(CC1)N)(F)F